(1R,2R)-N-[7-chloro-6-[4-((3R,4R)-4-fluoro-3-methyl-tetrahydrofuran-3-yl)piperazin-1-yl]-3-isoquinolinyl]-2-tetrahydropyran-4-yl-cyclopropanecarboxamide ClC1=C(C=C2C=C(N=CC2=C1)NC(=O)[C@H]1[C@H](C1)C1CCOCC1)N1CCN(CC1)[C@@]1(COC[C@@H]1F)C